methyl N-[5-[6-[(4-cyano-3-methoxy-phenyl)-methyl-carbamoyl]-8-methyl-imidazo[1,2-a]pyridin-3-yl]-2-pyridyl]carbamate C(#N)C1=C(C=C(C=C1)N(C(=O)C=1C=C(C=2N(C1)C(=CN2)C=2C=CC(=NC2)NC(OC)=O)C)C)OC